CCC(CC)N1N=CC(=C1)C=1C=2N(C=C(N1)C=1C=NN(C1)C1C[C@@H]([C@@H](C1)O)O)N=CC2 (1R,2S,4r)-4-(4-(4-(1-(pentan-3-yl)-1H-pyrazol-4-yl)pyrazolo[1,5-a]pyrazin-6-yl)-1H-pyrazol-1-yl)cyclopentane-1,2-diol